C(C1=CC=CC=C1)OCC1=C(C(=CC=C1)C)B1OC(C(O1)(C)C)(C)C 2-[2-(Benzyloxymethyl)-6-methyl-phenyl]-4,4,5,5-tetramethyl-1,3,2-dioxaborolane